5-cyclopentadienyl-methylphenyl-silane C1(C=CC=C1)C=1C=CC=C(C1)[SiH2]C